indolediol N1C(=C(C2=CC=CC=C12)O)O